ClCC1=C2C=CN(C2=CC=C1)C(=O)OC(C)(C)C tert-butyl 4-(chloromethyl)-1H-indole-1-carboxylate